FC1(C(N=C(C2=CC=CC=C12)N1C=NC2=C1C=CC(=C2C)F)(C)C)F 4,4-difluoro-1-(5-fluoro-4-methyl-benzimidazol-1-yl)-3,3-dimethyl-isoquinoline